S1C(=NC2=C1C=CC=C2)NC2=C(C=C(N=N2)N(C=2SC(=C(N2)C(=O)O)N2C[C@@H](CC2)OCC2=CC=CC=C2)C)C 2-({6-[(1,3-benzothiazol-2-yl)amino]-5-methylpyridazin-3-yl}(methyl)amino)-5-[(3R)-3-(benzyloxy)pyrrolidin-1-yl]-1,3-thiazole-4-carboxylic acid